NC(=O)N.[Ru] ruthenium urea